[6-(5-cyclopropyl-4H-1,2,4-triazol-3-yl)-2-azaspiro[3.3]heptan-2-yl]-[6-[(2,4-difluorophenyl)methyl]-2,6-diazaspiro[3.3]heptan-2-yl]methanone C1(CC1)C=1NC(=NN1)C1CC2(CN(C2)C(=O)N2CC3(C2)CN(C3)CC3=C(C=C(C=C3)F)F)C1